(R)-N-(1-amino-1-oxopropan-2-yl)-5,6-dimethyl-6H-pyrido[4,3-b]carbazole-9-carboxamide NC([C@@H](C)NC(=O)C1=CC=2C=3C=C4C(=C(C3N(C2C=C1)C)C)C=CN=C4)=O